N[C@@H]1[C@H](CCCC1)CC=1C(=C2CN(C(C2=CC1)=O)C1C(NC(CC1)=O)=O)F 3-(5-(((1R,2S)-2-aminocyclohexyl)methyl)-4-fluoro-1-oxoisoindolin-2-yl)piperidine-2,6-dione